Methyl 5-benzyl-3-((5-fluoro-2-methylbenzamido)methyl)-4,5-dihydroisoxazole-5-carboxylate C(C1=CC=CC=C1)C1(CC(=NO1)CNC(C1=C(C=CC(=C1)F)C)=O)C(=O)OC